FC(C)(F)C1=NC(=NC=C1)N1CC2(C=3C=NC(=CC31)NC(C)=O)CCCC2 N-(1'-(4-(1,1-difluoroethyl)pyrimidin-2-yl)-1',2'-dihydrospiro[cyclopentane-1,3'-pyrrolo[3,2-c]pyridin]-6'-yl)acetamide